C(C)(C)(C)OC(=O)N1CC(CC1)NC1=CC(=C(C=C1)C(=O)OC)OC 3-((3-methoxy-4-(methoxycarbonyl)phenyl)amino)pyrrolidine-1-carboxylic acid tert-butyl ester